N(=[N+]=[N-])CCOCCOCCC1(C(C(=O)N)C=C(C=C1)S(=O)(=O)C)Cl 2-(2-(2-(2-azidoethoxy)ethoxy)ethyl)-2-chloro-5-(methylsulfonyl)benzamide